C(#C)C1(CC=C(C=C1)C#C)C=CC(=O)N1CCCCCC1 1,4-di-ethynyl-benzeneacryloyl-azepane